5-(((9Z,27Z)-hexaTriacont-9,27-dien-18-yl)oxy)-5-oxopentanoic acid CCCCCCCC\C=C/CCCCCCCC(CCCCCCCC\C=C/CCCCCCCC)OC(CCCC(=O)O)=O